CO[Si](CCCNC)(OC)OC N-(3-trimethoxysilylpropyl)methylamine